3-methyl-1,3-oxazolin-2-one CN1C(OC=C1)=O